COC(C1=C(C=CC(=C1)N)C=1C=NN(C1)C1CCC1)=O.ClC1=C(C(=NC2=CC=CC=C12)Cl)S(=O)(=O)NC1=CC=NC=C1 dichloro-N-(4-pyridinyl)quinoline-3-sulfonamide Methyl-5-amino-2-(1-cyclobutylpyrazol-4-yl)benzoate